C(C=C)(=O)OCCN1C(C2C(C1=O)CCC=C2)=O N-[2-(Acryloyloxy)ethyl]tetrahydrophthalimide